tert-Butyl 3-methoxy-3-(3-methylbut-3-en-1-yn-1-yl)pyrrolidine-1-carboxylate COC1(CN(CC1)C(=O)OC(C)(C)C)C#CC(=C)C